(2-hydroxyphenyl)-4H-[1,3]-benzoxazine OC1=C(C=CC=C1)C=1OC2=C(CN1)C=CC=C2